acetic acid (9,9-dimethyl spiro[4.5]dec-2-en-6-yl) ester CC1(CCC(C2(CC=CC2)C1)OC(C)=O)C